(4-amino-7-bromo-chroman-4-yl)methanol NC1(CCOC2=CC(=CC=C12)Br)CO